ethyl 3-(4-fluorophenyl)-1-propyl-2,4-dioxo-1,2,3,4-tetrahydropyrimidine-5-carboxylate FC1=CC=C(C=C1)N1C(N(C=C(C1=O)C(=O)OCC)CCC)=O